Ethyl (R)-2-methyl-4-(((2S,4aS,6S,7aR)-6-(5-methyl-2,4-dioxo-3,4-dihydropyrimidin-1(2H)-yl)-2-oxidotetrahydro-4H-furo[3,2-d][1,3,2]dioxaphosphinin-2-yl)oxy)butanoate C[C@@H](C(=O)OCC)CCO[P@]1(OC[C@H]2[C@H](O1)C[C@H](O2)N2C(NC(C(=C2)C)=O)=O)=O